(3R)-3-{[2-(4-methoxyphenyl)-10-(oxan-4-yl)[1,2,4]triazolo[1,5-c]quinazolin-5-yl]amino}azepan-2-one COC1=CC=C(C=C1)C1=NN2C(=NC=3C=CC=C(C3C2=N1)C1CCOCC1)N[C@H]1C(NCCCC1)=O